ClC1=C(C(=CC=C1)Cl)C=1N=C2C=3C=C(C=NC3C=CN2C1CO)C=1C=NN(C1)CC1CN(C1)C(COC)=O 1-(3-((4-(2-(2,6-Dichlorophenyl)-3-(hydroxymethyl)imidazo[2,1-f][1,6]naphthyridin-9-yl)-1H-pyrazol-1-yl)methyl)azetidin-1-yl)-2-methoxyethan-1-one